OC(/C=C/C(=O)[O-])=O (E)-4-Hydroxy-4-oxobut-2-enoate